tert-butyl-(isocyanatomethoxy)disilane C(C)(C)(C)[SiH]([SiH3])OCN=C=O